4-((2-amino-4-(butylamino)-5-oxopyrido[4,3-d]pyrimidin-6(5H)-yl)methyl)-N-(2-(1-methylpyrrolidin-2-yl)ethyl)benzamide NC=1N=C(C2=C(N1)C=CN(C2=O)CC2=CC=C(C(=O)NCCC1N(CCC1)C)C=C2)NCCCC